((5-nitro-3-trifluoromethylpyridin-2-yl)thio)-1-propylamine [N+](=O)([O-])C=1C=C(C(=NC1)SNCCC)C(F)(F)F